C(C)(C)(C)OC(NC(CC1=C(C=C(C(=C1)OC)Br)OC)CC)=O tert-butyl-(1-(4-bromo-2,5-dimethoxyphenyl)butan-2-yl)carbamate